ClC1=C(C=CC=C1)[C@H](C)O (S)-1-(2'-chlorophenyl)ethanol